O1CN(CC1)C(=O)O 1,3-oxazolidine-3-carboxylic acid